3,6,12,14-tetraazaheptadecane-11,15,17-tricarboxylate CCNCCNCCCCC(NCNC(CCC(=O)[O-])C(=O)[O-])C(=O)[O-]